C(#N)C(C)(C1=CN=C(N1)C1=C(C=CC(=C1)OC=1C(=C2C=CNC2=CC1F)S(=O)(=O)C)F)C=1C=C(C=CC1)CCC(=O)O 3-(3-(1-Cyano-1-(2-(2-fluoro-5-((6-fluoro-4-(methylsulfonyl)-1H-indol-5-yl)oxy)phenyl)-1H-imidazol-5-yl)ethyl)phenyl)propanoic acid